The molecule is a phosphatidylcholine O-42:0 in which the alkyl and the acyl groups specified at positions 1 and 2 are eicosyl and docosanoyl respectively. It is a phosphatidylcholine O-42:0 and a 2-acyl-1-alkyl-sn-glycero-3-phosphocholine. It derives from a docosanoic acid. CCCCCCCCCCCCCCCCCCCCCC(=O)O[C@H](COCCCCCCCCCCCCCCCCCCCC)COP(=O)([O-])OCC[N+](C)(C)C